N1-Methyl-2-pyridone CN1C(C=CC=C1)=O